C(C)(C)(C)[C@H]1CN(CCN1)C=1N=NC(=CN1)C1=C(C=C(C=C1)C=1N=CC=2N(C1)N=CN2)O 2-{3-[(3S)-3-tert-butylpiperazin-1-yl]-1,2,4-triazin-6-yl}-5-([1,2,4]triazolo[1,5-a]pyrazin-6-yl)phenol